1-(4-(6-(4-chlorophenyl)-2-(pyridin-3-yl)pyrimidin-4-yl)piperazin-1-yl)but-3-en-1-one ClC1=CC=C(C=C1)C1=CC(=NC(=N1)C=1C=NC=CC1)N1CCN(CC1)C(CC=C)=O